(2R,3S)-2-(4-(cyclopentylamino)-phenyl)-1-(2-fluoro-6-methylbenzoyl)piperidine-3-carboxylic acid C1(CCCC1)NC1=CC=C(C=C1)[C@@H]1N(CCC[C@@H]1C(=O)O)C(C1=C(C=CC=C1C)F)=O